ClC=1C=NC(=NC1)[C@@H](C)N1C(=NC2=C1C=C(C(=C2)F)F)N2C[C@H]([C@@H](CC2)F)N (3R,4R)-1-(1-((R)-1-(5-chloropyrimidin-2-yl)ethyl)-5,6-difluoro-1H-benzo[d]imidazol-2-yl)-4-fluoropiperidin-3-amine